methyl 1-(2,4-dimethylbenzyl)-2-(1-methyl-4-((4-(trifluoromethyl)pyridin-2-yl)oxy)-1H-pyrazole-5-carbonyl)hydrazine-1-carboxylate CC1=C(CN(NC(=O)C2=C(C=NN2C)OC2=NC=CC(=C2)C(F)(F)F)C(=O)OC)C=CC(=C1)C